O(C1=CC=CC=C1)C=1C=C(C=CC1)C1(CC1)C(N)=N 1-(3-phenoxyphenyl)cyclopropanecarboximidamide